tert-butyl (4-amino-5-bromo-6-chloro-2-methylpyridin-3-yl)(methyl)carbamate NC1=C(C(=NC(=C1Br)Cl)C)N(C(OC(C)(C)C)=O)C